6-(3-benzylpyrrolidine-1-carbonyl)-4H-1,4-benzoxazin-3-one C(C1=CC=CC=C1)C1CN(CC1)C(=O)C=1C=CC2=C(NC(CO2)=O)C1